C(C)(C)(C)C=1C=C(C(=O)O)C=C(C1O)C(C)(C)C 3,5-di-tert-butyl-p-hydroxybenzoic acid